FC=1C=C(OCCN(CC[C@@H](C(=O)O)NC2=NC=NC=C2C2=CC=CC=C2)CCCCC2=NC=3NCCCC3C=C2)C=C(C1)F (S)-4-((2-(3,5-difluorophenoxy)ethyl)(4-(5,6,7,8-tetrahydro-1,8-naphthyridin-2-yl)butyl)amino)-2-((5-phenylpyrimidin-4-yl)amino)butanoic acid